2-naphthaleneamine C1=C(C=CC2=CC=CC=C12)N